cyclobutyl (1-(5-(3-cyano-6-ethoxypyrazolo[1,5-a]pyridin-4-yl)pyridin-2-yl)-4-methylpiperidin-4-yl)carbamate C(#N)C=1C=NN2C1C(=CC(=C2)OCC)C=2C=CC(=NC2)N2CCC(CC2)(C)NC(OC2CCC2)=O